1-(6-Fluoro-4-(4-fluorophenyl)-3,4-dihydroquinoxalin-1(2H)-yl)-2-(4-methylpiperazin-1-yl)propan-1-one FC=1C=C2N(CCN(C2=CC1)C(C(C)N1CCN(CC1)C)=O)C1=CC=C(C=C1)F